C(C)OC(=O)C1(C(C2=C(C=C(C=C2C1)C)C)=O)C 2,5,7-trimethyl-1-oxo-2,3-dihydro-1H-indene-2-carboxylic acid ethyl ester